4-((methoxymethoxy)carbonyl)-2,3,5,6-tetramethylphenyl 4-(benzyloxy)-2,3,6-trimethyl-5-(3-methylisoxazol-5-yl)benzoate C(C1=CC=CC=C1)OC1=C(C(=C(C(=O)OC2=C(C(=C(C(=C2C)C)C(=O)OCOC)C)C)C(=C1C1=CC(=NO1)C)C)C)C